3-[2-(dibutylamino)ethyl]-1H-indol-4-ol C(CCC)N(CCC1=CNC=2C=CC=C(C12)O)CCCC